5-isopropyl-8-(3-(Methanesulfonylmethyl)azetidin-1-yl)isoquinolin-3-amine C(C)(C)C1=C2C=C(N=CC2=C(C=C1)N1CC(C1)CS(=O)(=O)C)N